C(C)N1N=C2N=C(C=NC2=C1)N[C@@H](C)C=1C=C(C=CC1)NC(=O)C1=CN=C(S1)N1CCOCC1 (S)-N-(3-(1-((2-ethyl-2H-pyrazolo[3,4-b]pyrazin-6-yl)amino)ethyl)phenyl)-2-morpholinothiazole-5-carboxamide